C(OC)(OC)=O dimethyl carbonat